C(CCCC)(=O)OC=1C(C(=O)O)=CC=CC1 pentanoylsalicylic acid